CN1C(C(=CC=C1C1=CC=CC=C1)C(=O)OC)=O methyl 1-methyl-2-oxo-6-phenyl-1,2-dihydropyridine-3-carboxylate